1-naphthalonitrile oxide C1(=CC=CC2=CC=CC=C12)C#[N+][O-]